C(CC)(=O)NC1CC=C(CC1)C1=C2C(=NC(=C1)NC(=O)C1CC1)NC=C2 N-(4-(4-propionylaminocyclohex-1-en-1-yl)-1H-pyrrolo[2,3-b]pyridin-6-yl)cyclopropylcarboxamide